N1(CCNCC1)C1(CC1)C(=O)OCC ethyl 1-(piperazin-1-yl)cyclopropane-1-carboxylate